3-(6-aminomethylene-3-oxo-1H-isoindol-2-yl)piperidine-2,6-dione hydrochloride Cl.NC=C1CC=C2C(N(CC2=C1)C1C(NC(CC1)=O)=O)=O